BrCC(=O)C1CCN(CC1)C(=O)OC(C)(C)C tert-butyl 4-(2-bromo-acetyl)piperidine-1-carboxylate